C(C)(C)(C)[Si](OCCN(CCCCCCCC(=O)OC(CCCCCCCCCl)CCCCCCCC)CCCCCCCC(=O)OCCCCCCCCC)(C)C 9-chloro-1-octylnonyl 8-({2-[(tert-butyl)bis(methyl)siloxy]ethyl}[7-(nonyloxycarbonyl)heptyl]amino)octanoate